((((methylenebis(4,1-phenylene))bis(azanediyl))bis(carbonyl))bis(oxy))bis(ethane-2,1-diyl) bis(2-methylacrylate) CC(C(=O)OCCOC(=O)NC1=CC=C(C=C1)CC1=CC=C(C=C1)NC(=O)OCCOC(C(=C)C)=O)=C